{2-[(α-D-mannopyranosyl)oxy]ethyl}-3,10,15,20,23-pentaazanonacosan-29-oate [C@H]1([C@@H](O)[C@@H](O)[C@H](O)[C@H](O1)CO)OCCOC(CCCCCNCCNCCCCNCCCCNCCCCCCNCC)=O